1-{5-[(2R)-1-[(2S,4R)-4-hydroxy-2-{[(1S)-1-[4-(4-methyl-1,3-thiazol-5-yl)phenyl]ethyl]carbamoyl}pyrrolidin-1-yl]-3-methyl-1-oxobutan-2-yl]-1,2-oxazol-3-yl}piperidine-4-carboxylic acid O[C@@H]1C[C@H](N(C1)C([C@H](C(C)C)C1=CC(=NO1)N1CCC(CC1)C(=O)O)=O)C(N[C@@H](C)C1=CC=C(C=C1)C1=C(N=CS1)C)=O